(R)-N-(1-(3-amino-5-(trifluoromethyl)phenyl)ethyl)-4-morpholino-[1,2,4]triazolo[1',5':1,6]pyrido[2,3-d]pyrimidin-6-amine NC=1C=C(C=C(C1)C(F)(F)F)[C@@H](C)NC1=C2C(=NC=N1)N1C(C(=C2)N2CCOCC2)=NC=N1